(R)-N-(2-(4-(3-chloro-4-((3,5-difluoropyridin-2-yl)methoxy)-5',6-dimethyl-2-oxo-2H-[1,4'-bipyridin]-2'-yl)thiazol-2-yl)propan-2-yl)acetamide ClC=1C(N(C(=CC1OCC1=NC=C(C=C1F)F)C)C1=CC(=NC=C1C)C=1N=C(SC1)C(C)(C)NC(C)=O)=O